4-benzyl-N-[5-(difluoromethoxy)-4,6-dimethoxy-pyrimidin-2-yl]-1H-pyrrole-3-sulfonamide C(C1=CC=CC=C1)C=1C(=CNC1)S(=O)(=O)NC1=NC(=C(C(=N1)OC)OC(F)F)OC